N-(2-ethyl-4-(1-methyl-1H-pyrazol-4-yl)phenyl)formamide C(C)C1=C(C=CC(=C1)C=1C=NN(C1)C)NC=O